CC(C=O)(CCCC=C)C 2,2-dimethylhept-6-enal